Trans-methyl 4-(6-chloro-2-methylsulfanyl-pyrimidine-4-carbonyl)cyclohexanecarboxylate ClC1=CC(=NC(=N1)SC)C(=O)[C@@H]1CC[C@H](CC1)C(=O)OC